OC(CC)C=1N(C(=NN1)C(=O)OCC)COCC[Si](C)(C)C ethyl 5-(1-hydroxypropyl)-4-((2-(trimethylsilyl) ethoxy) methyl)-4H-1,2,4-triazole-3-carboxylate